COC(=O)N[C@@H](C(=O)N1CCCC1)C1=CC=CC=C1 (S)-1-((R)-2-((methoxy-carbonyl)amino)-2-phenylacetyl)pyrrolidine